4-[cyclopropyl-[4-(5,6,7,8-tetrahydro-1,8-naphthyridin-2-yl)butyl]amino]-2-[[1-pentanoylpiperidine-3-carbonyl]amino]butanoic acid C1(CC1)N(CCC(C(=O)O)NC(=O)C1CN(CCC1)C(CCCC)=O)CCCCC1=NC=2NCCCC2C=C1